NC(CCN(C([C@@H](F)Cl)=O)NC(=O)[C@H](CC(C)C)NC(=O)C1=NC2=C(N1)C=CC(=C2)Cl)=O N-[(1S)-1-[[(3-amino-3-oxo-propyl)-[(2S)-2-chloro-2-fluoro-acetyl]amino]carbamoyl]-3-methyl-butyl]-5-chloro-1H-benzimidazole-2-carboxamide